2-cyclopropyl-1H-pyrrole C1(CC1)C=1NC=CC1